tert-butyl ((5-((3-(1-ethyl-1H-pyrazol-4-yl)-5-methoxyphenyl)sulfonyl)thiazol-2-yl)methyl)carbamate C(C)N1N=CC(=C1)C=1C=C(C=C(C1)OC)S(=O)(=O)C1=CN=C(S1)CNC(OC(C)(C)C)=O